benzyl 4-(benzyloxy)-2-bromo-3-(1,3-dioxolan-2-yl)benzoate C(C1=CC=CC=C1)OC1=C(C(=C(C(=O)OCC2=CC=CC=C2)C=C1)Br)C1OCCO1